BrC=1C=CC(=C(C1)O)CC1(CCCCC1)CO 5-bromo-2-((1-(hydroxymethyl)cyclohexyl)methyl)phenol